tert-butyl (2-((R)-5-((tert-butoxycarbonyl)amino)hexyl)pyridin-4-yl)(1-(tert-butyl)-3-((1S,3R)-3-((tert-butyldimethylsilyl)oxy)cyclopentyl)-1H-pyrazol-5-yl)carbamate C(C)(C)(C)OC(=O)N[C@@H](CCCCC1=NC=CC(=C1)N(C(OC(C)(C)C)=O)C1=CC(=NN1C(C)(C)C)[C@@H]1C[C@@H](CC1)O[Si](C)(C)C(C)(C)C)C